2-(2,6-dioxopiperidin-3-yl)-5-fluoro-4-((7-(piperidin-1-yl)heptyl)thio)isoindoline-1,3-dione O=C1NC(CCC1N1C(C2=CC=C(C(=C2C1=O)SCCCCCCCN1CCCCC1)F)=O)=O